di(2-ethylhexyl)-methyl-1H-benzotriazole-1-methylamine C(C)C(CC(N)(N1N=NC2=C1C=CC=C2C)CC(CCCC)CC)CCCC